C(#N)C1=CC=C(C=C1)N1CC(CC1=O)NC(=O)NC1=CC=C(C=C1)F 1-[1-(4-cyanophenyl)-5-oxopyrrolidin-3-yl]-3-(4-fluorophenyl)urea